C(C)N1CC=2C=NC=CC2C1=O 2-ethyl-1-oxo-2,3-dihydro-1H-pyrrolo[3,4-c]pyridin